(3s)-11-(5-chloro-2,4-difluorophenyl)-3-methoxy-8-((s)-2-methylpiperazin-1-yl)-10-(trifluoromethyl)-3,4-dihydro-2H,6H-[1,4]thiazepino[2,3,4-ij]quinazolin-6-one ClC=1C(=CC(=C(C1)C1=C(C=C2C(=NC(N3C2=C1SC[C@H](C3)OC)=O)N3[C@H](CNCC3)C)C(F)(F)F)F)F